2-(2-chloro-4-((2R,5S)-5-methylpiperidin-2-yl)phenyl)-N,N-dimethylethanamine ClC1=C(C=CC(=C1)[C@@H]1NC[C@H](CC1)C)CCN(C)C